FC(C1=CC=C(C=C1)CC=1C(=NC=CN1)N1CCN(CC1)CC=C)(F)F 1-[4-(3-{[4-(trifluoromethyl)phenyl]methyl}pyrazin-2-yl)piperazin-1-yl]prop-2-en